(3S,5S,6R)-3-[(6-fluoro-1-hydroxy-3H-2,1-benzoxaborol-4-yl)methyl]-5,6-diphenylmorpholin-2-one FC1=CC2=C(COB2O)C(=C1)C[C@@H]1N[C@H]([C@H](OC1=O)C1=CC=CC=C1)C1=CC=CC=C1